Di-tert-butyl (4-((2-(methylamino)-5H-pyrido[3,2-b]indol-5-yl)methyl)benzyl)phosphonate CNC=1C=CC=2N(C=3C=CC=CC3C2N1)CC1=CC=C(CP(OC(C)(C)C)(OC(C)(C)C)=O)C=C1